5-isopropyl-4,5,6,7-tetrahydropyrazolo[1,5-a]pyrazin-3-amine C(C)(C)N1CC=2N(CC1)N=CC2N